CO[Si](CCCNCCNCCN)(OC)OC 3-Trimethoxysilylpropyldiethylentriamin